N-(2-Fluoro-5-morpholin-4-ylmethyl-phenyl)-4-[5-methylsulfanyl-4-(4-trifluoromethoxy-phenyl)-pyrimidin-2-ylamino]-benzamide FC1=C(C=C(C=C1)CN1CCOCC1)NC(C1=CC=C(C=C1)NC1=NC=C(C(=N1)C1=CC=C(C=C1)OC(F)(F)F)SC)=O